2,3-dimethylpentan-1-amine CC(CN)C(CC)C